6-(4-(3-aminophenyl)-1-(2,2-difluoroethyl)-1H-imidazol-5-yl)imidazo[1,2-b]pyridazine-3-carbonitrile NC=1C=C(C=CC1)C=1N=CN(C1C=1C=CC=2N(N1)C(=CN2)C#N)CC(F)F